C1(CC1)C1=CC(=NN1)NC1=NC(=NC=C1)N1CC(CCC1)P(=O)(C)C N-(5-Cyclopropyl-1H-pyrazol-3-yl)-2-(3-dimethylphosphoryl-1-piperidyl)pyrimidin-4-amine